propyl 2-(3-(3-cyano-5-(trifluoromethyl) benzoylamino) propionylamino)-4-methylthiazole-5-carboxylate C(#N)C=1C=C(C(=O)NCCC(=O)NC=2SC(=C(N2)C)C(=O)OCCC)C=C(C1)C(F)(F)F